3-(((6-(4-((((R)-1-(2-chlorophenyl)ethoxy)carbonyl)amino)-3-methylisoxazol-5-yl)-2-methyl-pyridin-3-yl)methyl)carbamoyl)-2,2-difluorocyclopropane-1-carboxylic acid ClC1=C(C=CC=C1)[C@@H](C)OC(=O)NC=1C(=NOC1C1=CC=C(C(=N1)C)CNC(=O)C1C(C1C(=O)O)(F)F)C